4-[5-acetyl-3-[7-(difluoromethyl)-6-(1-methylpyrazol-4-yl)-3,4-dihydro-2H-quinolin-1-yl]-6,7-dihydro-4H-pyrazolo[4,3-c]pyridin-1-yl]cyclohexanecarbaldehyde C(C)(=O)N1CC2=C(CC1)N(N=C2N2CCCC1=CC(=C(C=C21)C(F)F)C=2C=NN(C2)C)C2CCC(CC2)C=O